N-[[6-(Cyclopentylamino)-2-pyridyl]sulfonyl]-2-(2,2,4-trimethylpyrrolidin-1-yl)pyridin-3-carboxamid C1(CCCC1)NC1=CC=CC(=N1)S(=O)(=O)NC(=O)C=1C(=NC=CC1)N1C(CC(C1)C)(C)C